OC(CC(=O)NCC(=O)O)CCCCCCCCCCC N-(3-hydroxy-tetradecanoyl)glycine